The molecule is a member of the class of quinazolines that is quinazoline which is substituted by a 4-methylphenyl group and a methyl(1-methylpiperidin-4-yl)nitrilo group at positions 2 and 4, respectively. It is a member of quinazolines, a tertiary amino compound, a member of piperidines and a member of toluenes. CC1=CC=C(C=C1)C2=NC3=CC=CC=C3C(=N2)N(C)C4CCN(CC4)C